OC1=C(C=NC=C1)S(=O)(=O)NC(=O)C=1OC2=C(C1)C=CC=C2 N-(4-hydroxypyridine-3-sulfonyl)-1-benzofuran-2-carboxamide